(S)-2-((S)-4,4-difluoro-3-(6-oxo-1,6-dihydropyridin-3-yl)piperidin-1-yl)-N-(5-fluoropyridin-2-yl)propionamide FC1([C@H](CN(CC1)[C@H](C(=O)NC1=NC=C(C=C1)F)C)C1=CNC(C=C1)=O)F